C1(CC1)C1=C(C(=NO1)C1=C(C=CC=C1Cl)Cl)CO[C@H]1[C@@H]2[C@H](N([C@H](C1)C2)C2=CC=C(C=N2)C(=O)O)C 6-[(1S,3R,4S,5R)-5-{[5-cyclopropyl-3-(2,6-dichlorophenyl)-1,2-oxazol-4-yl]methoxy}-3-methyl-2-azabicyclo[2.2.1]heptan-2-yl]pyridine-3-carboxylic acid